CC(CC(=O)N[C@H](C(=O)NC1=CC=C(C=C1)COC(=O)OC1=CC=C(C=C1)[N+](=O)[O-])C)C (S)-3-methyl-1-(((S)-1-((4-((((4-nitrophenoxy)carbonyl)oxy)methyl)phenyl)amino)-1-oxopropan-2-yl)amino)-1-oxobutan